CN(CCNC(C(=C)C)=O)C N-(2-dimethylaminoethyl)methacrylamide